N-((6-(4-(4-chlorophenyl)-2,3-dimethyl-5-oxo-2,5-dihydro-1H-pyrazol-1-yl)pyridin-3-yl)sulfonyl)acetamide ClC1=CC=C(C=C1)C1=C(N(N(C1=O)C1=CC=C(C=N1)S(=O)(=O)NC(C)=O)C)C